1,1,1,3,3,3-hexafluoro-propan-2-yl (±)-1-(methyl(pyridin-3-yl)carbamoyl)-6-azaspiro[2.5]octane-6-carboxylate CN(C(=O)[C@@H]1CC12CCN(CC2)C(=O)OC(C(F)(F)F)C(F)(F)F)C=2C=NC=CC2 |r|